8-cyclopentyl-6-(2-ethoxy)-2-(5-piperazin-1-yl-pyridin-2-ylamino)-8H-pyrido[2,3-d]Pyrimidin-7-one C1(CCCC1)N1C(C(=CC2=C1N=C(N=C2)NC2=NC=C(C=C2)N2CCNCC2)OCC)=O